N-(3-cyano-4-fluorophenyl)-2-fluoro-3-(trifluoromethyl)-6-(4-(trifluoromethyl)phenoxy)benzamide C(#N)C=1C=C(C=CC1F)NC(C1=C(C(=CC=C1OC1=CC=C(C=C1)C(F)(F)F)C(F)(F)F)F)=O